3-(7-(diethylamino)-2-oxo-2H-chromen-4-yl)propyl (4-nitrophenyl) carbonate C(OCCCC1=CC(OC2=CC(=CC=C12)N(CC)CC)=O)(OC1=CC=C(C=C1)[N+](=O)[O-])=O